(E)-1-(4-aminobut-2-en-1-yl)-2-(4-ethyl-2-methylthiazole-5-carboxamido)-7-methoxy-1H-benzo[d]imidazole-5-carboxylic acid methyl ester COC(=O)C1=CC2=C(N(C(=N2)NC(=O)C2=C(N=C(S2)C)CC)C\C=C\CN)C(=C1)OC